Ethyl 3-cyclobutyl-4-(3-methoxy-2-methylphenyl)-1H-pyrrole-2-carboxylate C1(CCC1)C1=C(NC=C1C1=C(C(=CC=C1)OC)C)C(=O)OCC